CC1(OB(OC1(C)C)C1=C(C(=C(C=C1)F)F)F)C 4,4,5,5-tetramethyl-2-(2,3,4-trifluorophenyl)-1,3,2-dioxaborolane